2-(hydroxymethyl)thiophene OCC=1SC=CC1